N1(CCCCC1)\C(=C/C(=O)[O-])\C(=O)[O-] piperidineFumarate